Ethyl 2-((2R,3R)-3-((2-oxabicyclo[2.2.2]octan-4-yl)methoxy)-2-aminobutoxy)benzoate C12OCC(CC1)(CC2)CO[C@@H]([C@@H](COC2=C(C(=O)OCC)C=CC=C2)N)C